C(#N)C1=CC=2N(N=C1)C(=CC2)C2=CC(=C(C=N2)C2=NN=C(S2)C2CCC(CC2)NC(=O)C2(COC2)C)NC(C)C N-((1r,4r)-4-(5-(6-(3-cyanopyrrolo[1,2-b]pyridazin-7-yl)-4-(isopropylamino)pyridin-3-yl)-1,3,4-thiadiazol-2-yl)cyclohexyl)-3-methyl-oxetan-3-carboxamide